BrC1=C(C(=NC(=C1C#N)C)OCC1=CC=C(C=C1)OC)C 4-bromo-6-((4-methoxybenzyl)oxy)-2,5-dimethylnicotinonitrile